COC1=CC(=C(C=C1NC1=NC=NC(=C1)N1OCC[C@@H]1C1=CC(=CC=C1)OC)NC(C=C)=O)N1C[C@H](CC1)N1CCOCC1 N-(4-methoxy-5-((6-((R)-3-(3-methoxyphenyl)isoxazolidine-2-yl)pyrimidine-4-yl)amino)-2-((S)-3-morpholinopyrrolidine-1-yl)phenyl)acrylamide